bis[2-(2-thienyl)pyridine] iridium [Ir].S1C(=CC=C1)C1=NC=CC=C1.S1C(=CC=C1)C1=NC=CC=C1